(1R,2S,5S)-3-[(2S)-4,4-difluoro-2-[[(3R)-tetrahydrofuran-3-carbonyl]amino]butanoyl]-6,6-dimethyl-3-azabicyclo[3.1.0]hexane-2-carboxylic acid FC(C[C@@H](C(=O)N1[C@@H]([C@H]2C([C@H]2C1)(C)C)C(=O)O)NC(=O)[C@H]1COCC1)F